4-[2-amino-4-ethyl-5-(6-methyl-3-pyridyl)-3-pyridyl]phenol NC1=NC=C(C(=C1C1=CC=C(C=C1)O)CC)C=1C=NC(=CC1)C